P(OC1=C(C=C(C=C1)C(C)(C)C)C(C)(C)C)([O-])[O-] 2,4-di-t-butylphenyl phosphite